C(C=C)(=O)OC1C(C=C(C=C1C(C)(C)C)C(C)(C)C)=CC1=C(C(=CC(=C1)C(C)(C)C)C(C)(C)C)O 2-[1-(2-hydroxy-3,5-ditert-butylphenyl)-methylene]-4,6-ditert-butylphenyl acrylate